NC=1SC2=C(N1)CC[C@@H](C2)NC(=O)C2CCN(CC2)C2=C(C(=CC=C2)Cl)Cl (S)-N-(2-amino-4,5,6,7-tetrahydrobenzo[d]thiazol-6-yl)-1-(2,3-dichlorophenyl)piperidine-4-carboxamide